C(#N)CCC12CNCC(CC1)N2C(=O)OC(C)(C)C tert-butyl 1-(2-cyanoethyl)-3,8-diazabicyclo[3.2.1]octane-8-carboxylate